N[C@@H](C(=O)N1CCCC1)[C@H](C1=CC=NC=C1)O (2R,3S)-2-amino-3-hydroxy-3-pyridin-4-yl-1-pyrrolidin-1-yl-propan-1-one